(2R)-7,4'-dihydroxy-8-methylflavan OC1=CC=C2CC[C@@H](OC2=C1C)C1=CC=C(C=C1)O